FC1(CC(C1)[C@H](CC(=O)N[C@@H](COC(F)F)C1=CC(=CC=C1)OC(F)F)O)F (S)-3-(3,3-Difluorocyclobutyl)-N-((R)-2-(difluoromethoxy)-1-(3-(difluoromethoxy)phenyl)ethyl)-3-hydroxypropanamid